ClC=1C(=C(OC2=C(C=C(C=C2)S(=O)(=O)C)C=2C3=C(C(N(C2)C)=O)NC=C3)C=CC1)F 4-[2-(3-chloro-2-fluorophenoxy)-5-(methylsulfonyl)phenyl]-6-methyl-1,6-dihydro-7H-pyrrolo[2,3-c]pyridin-7-one